1-benzyl-6-(3,5-dimethylisoxazol-4-yl)-N-methyl-4-nitro-1H-benzo[d]imidazol-2-amine C(C1=CC=CC=C1)N1C(=NC2=C1C=C(C=C2[N+](=O)[O-])C=2C(=NOC2C)C)NC